Ethyl 3-(7-(3-chloro-5-methoxyphenyl)-4-oxo-1-((3-(trifluoromethyl) phenyl) sulfonyl)-1,2-dihydroquinazolin-3(4H)-yl)-2,2-dimethylpropionate ClC=1C=C(C=C(C1)OC)C1=CC=C2C(N(CN(C2=C1)S(=O)(=O)C1=CC(=CC=C1)C(F)(F)F)CC(C(=O)OCC)(C)C)=O